methyl (E)-12,12,12-trifluorododec-9-enoate FC(C/C=C/CCCCCCCC(=O)OC)(F)F